ethyl 3-(2-bromophenoxy)benzoate BrC1=C(OC=2C=C(C(=O)OCC)C=CC2)C=CC=C1